Hydroxy-1-methyl-3-(thiazol-2-yl)pyrrolidin-2-one OC1(C(N(CC1)C)=O)C=1SC=CN1